(6aR,8R)-2-chloro-N-methyl-5,6,6a,7,8,9-hexahydropyrrolo[1',2':4,5]-pyrazino[2,3-c]pyridazin-8-amine ClC=1C=C2C(=NN1)NC[C@@H]1N2C[C@@H](C1)NC